N-((R)-1-phenylethyl)-6-(1,2,5,6-tetrahydropyridin-3-yl)-2,3,4,9-tetrahydro-1H-carbazol C1(=CC=CC=C1)[C@@H](C)N1C2=CC=C(C=C2C=2CCCCC12)C=1CNCCC1